4-(5-(2-((5-chloro-2-methylphenyl)amino)-7H-pyrrolo[2,3-d]pyrimidin-7-yl)-2-methylphenyl)-2-(thiazol-2-yl)but-3-yn-2-ol ClC=1C=CC(=C(C1)NC=1N=CC2=C(N1)N(C=C2)C=2C=CC(=C(C2)C#CC(C)(O)C=2SC=CN2)C)C